2-acrylamido-2-methyl-1-propanesulfonic acid N-(2-hydroxyethyl)acrylamide OCCNC(C=C)=O.C(C=C)(=O)NC(CS(=O)(=O)O)(C)C